2,4-dichloro-6-(6-(triphenylsilyl)pyridin-2-yl)pyrimidine ClC1=NC(=CC(=N1)Cl)C1=NC(=CC=C1)[Si](C1=CC=CC=C1)(C1=CC=CC=C1)C1=CC=CC=C1